3-((1-(4-Chloro-3-(2,4-dioxotetrahydropyrimidin-1(2H)-yl)benzoyl)piperidin-4-yl)oxy)propane ClC1=C(C=C(C(=O)N2CCC(CC2)OCCC)C=C1)N1C(NC(CC1)=O)=O